C(C)(C)(C)OC(=O)N[C@H](C(=O)OC)CCN(S(=O)(=O)C)CCCCC1=NC=2NCCCC2C=C1 methyl (S)-2-((tert-butoxycarbonyl)amino)-4-(N-(4-(5,6,7,8-tetrahydro-1,8-naphthyridin-2-yl)butyl)methylsulfonamido)butanoate